N-(5-(2-(difluoromethoxy)-5-(((1r,4r)-4-((tetrahydro-2H-pyran-2-yl)oxy)cyclohexyl)oxy)pyridin-4-yl)pyrazolo[1,5-a]pyridin-2-yl)cyclopropanecarboxamide FC(OC1=NC=C(C(=C1)C1=CC=2N(C=C1)N=C(C2)NC(=O)C2CC2)OC2CCC(CC2)OC2OCCCC2)F